OC(C)(C)C1=CC=CC=2C=3N(C(=NC12)N[C@H]1C(NCCCC1)=O)N=C(N3)C=3C=NN(C3)C (3R)-3-{[7-(2-hydroxy-propan-2-yl)-2-(1-methyl-1H-pyrazol-4-yl)[1,2,4]triazolo[1,5-c]quinazolin-5-yl]amino}azepan-2-one